1,3,6-Trihydroxyl-2-methylanthraquinone OC1=C(C(=CC=2C(C3=CC(=CC=C3C(C12)=O)O)=O)O)C